CC1=C(C(=O)OC)C=CC=C1[N+](=O)[O-] methyl 2-methyl-3-nitrobenzoate